FC1=C(C=CC=C1)N1CCN(CC1)[C@H]1[C@@H](CCCC1)N trans-2-(4-(2-fluorophenyl)piperazin-1-yl)cyclohexan-1-amine